Br/C=C/C(=O)N1CCC(CC1)C1CCNC=2N1N=C(C2C(=O)N)C2=CC=C(C=C2)OC2=CC=CC=C2 (E)-7-(1-(3-bromoacryloyl)piperidin-4-yl)-2-(4-phenoxyphenyl)-4,5,6,7-tetrahydropyrazolo[1,5-a]pyrimidine-3-carboxamide